FC(=C(C(C(C(F)(F)F)(OC(=C(F)F)F)F)(F)F)F)F perfluoro(4-vinyloxy-4'-methyl-1-butene)